2-(naphthalen-1-ylmethyl)-4,5-dihydro-1H-imidazole C1(=CC=CC2=CC=CC=C12)CC=1NCCN1